3-methyl-2-[2-(8-oxabicyclo[3.2.1]octan-3-yl)pyrazolo[3,4-b]pyrazin-6-yl]-5-(trifluoromethyl)phenol CC=1C(=C(C=C(C1)C(F)(F)F)O)C=1C=NC=2C(N1)=NN(C2)C2CC1CCC(C2)O1